1,1-dioxothiolane-2-carboxylic acid O=S1(C(CCC1)C(=O)O)=O